5-(2-chloroethoxy)benzonitrile ClCCOC=1C=CC=C(C#N)C1